FC(CN1N=C(C=C1C1[C@H]2CC(C[C@@H]12)N1C[C@@]2(CCS(C2)(=O)=O)CCC1)C(F)(F)F)F (S)-7-((1R,3r,5S,6S)-6-(1-(2,2-Difluoroethyl)-3-(trifluoromethyl)-1H-pyrazol-5-yl)bicyclo[3.1.0]hexan-3-yl)-2-thia-7-azaspiro[4.5]decane 2,2-dioxide